N-(2-(difluoromethoxy)-4-(4-methyl-4H-1,2,4-triazol-3-yl)phenyl)-8-(4-methoxypiperidin-1-yl)-6-methylpyrido[3,4-d]pyrimidin-2-amine FC(OC1=C(C=CC(=C1)C1=NN=CN1C)NC=1N=CC2=C(N1)C(=NC(=C2)C)N2CCC(CC2)OC)F